NC1=C(N=C(C(=N1)N1CCC2(CC1)OC1=C(C2)C=CC=C1)F)SC1=C(C(=CC=C1)C=1OC=CN1)Cl (R)-1'-(6-amino-5-((2-chloro-3-(oxazole-2-yl)phenyl)sulfanyl)-3-fluoropyrazin-2-yl)-3H-spiro[benzofuran-2,4'-piperidine]